BrC1=CC2=C(NC(=C2S(NC2=C(C=C(C(=C2)F)C(F)(F)F)F)(=O)=O)C(=O)OC)S1 methyl 2-bromo-4-{[2,5-difluoro-4-(trifluoromethyl)phenyl]sulfamoyl}-6H-thieno[2,3-b]pyrrole-5-carboxylate